(1R,3S,5R)-tert-Butyl 3-((6-Bromo-3-((hept-6-en-1-yl(methyl)amino)methyl)pyridin-2-yl)carbamoyl)-5-vinyl-2-azabicyclo[3.1.0]hexane-2-carboxylate BrC1=CC=C(C(=N1)NC(=O)[C@H]1N([C@@H]2C[C@@]2(C1)C=C)C(=O)OC(C)(C)C)CN(C)CCCCCC=C